(2-ethyl-5-methoxy-4-nitrophenyl)-2-methyl-2,7-diazaspiro[3.5]nonane C(C)C1=C(C=C(C(=C1)[N+](=O)[O-])OC)C1N(CC12CCNCC2)C